OC1=CC=C(C2=C1N=C(O2)N2CC1N(C(C2)C1)C(=O)OC(C)(C)C)C=1SC=CN1 tert-Butyl 3-(4-Hydroxy-7-(thiazol-2-yl)benzo[d]oxazol-2-yl)-3,6-diazabicyclo[3.1.1]heptane-6-carboxylate